N-(1-(1-benzyl-1H-pyrazol-4-yl)-1-hydroxy-propan-2-yl)-2-chloropropionamide C(C1=CC=CC=C1)N1N=CC(=C1)C(C(C)NC(C(C)Cl)=O)O